C(C)(=O)OCCCCC=CCCI 8-iodo-5-octenyl acetate